3-methyl-2-[6-[rac-(3aS,6aS)-2,3,3a,5,6,6a-hexahydro-1H-pyrrolo[3,2-b]pyrrol-4-yl]pyridazin-3-yl]-5-(trifluoromethyl)phenol CC=1C(=C(C=C(C1)C(F)(F)F)O)C=1N=NC(=CC1)N1CC[C@@H]2NCC[C@@H]21 |r|